2,2-bis(trifluoromethyl)propionic acid FC(C(C(=O)O)(C)C(F)(F)F)(F)F